N-methyl-5,8-dioxa-7-((2-(piperazin-1-yl)phenyl)amino)-5,8-dihydronaphthalene-1-sulfonamide CNS(=O)(=O)C1=CC=CC=2OC=C(OC12)NC1=C(C=CC=C1)N1CCNCC1